[2H]C1(C(C2(OCCO2)C(N(C1([2H])[2H])CC1=CC=C(C=C1)OC)([2H])[2H])C(=O)O)[2H] 7,7,8,8,10,10-hexadeuterio-9-[(4-methoxyphenyl)methyl]-1,4-dioxa-9-azaspiro[4.5]decane-6-carboxylic acid